C(C)(C)(C)NC(COC=1C=C(C(=O)NC2=C(C=C(C=C2)N(C)C)C(N)=O)C=CC1)=O 3-(2-(tert-butylamino)-2-oxoethoxy)-N-(2-carbamoyl-4-(dimethylamino)phenyl)benzamide